O1C(=CC=C1)CNP(=S)(C1=CC=CC=C1)C1=CC=CC=C1 N-(Furan-2-ylmethyl)-P,P-diphenylphosphinothioic amide